1,4-dichloromethylbutane ClCCCCCCCl